4-((2s,5r,M)-4-propenoyl-2,5-dimethylpiperazin-1-yl)-7-(2-amino-6-fluorophenyl)-6-fluoro-1-(2-isopropyl-4-methylpyridin-3-yl)pyrido[2,3-d]pyrimidin-2(1H)-one C(C=C)(=O)N1C[C@@H](N(C[C@H]1C)C=1C2=C(N(C(N1)=O)C=1C(=NC=CC1C)C(C)C)N=C(C(=C2)F)C2=C(C=CC=C2F)N)C